N-[(2S,3R,5R,6R)-4,5-dihydroxy-6-(hydroxymethyl)-2-methoxyoxan-3-yl]acetamide OC1[C@H]([C@H](O[C@@H]([C@@H]1O)CO)OC)NC(C)=O